C(C)NC1=C2C(=NC(=C1)NC1=C(C=C(C=C1)S(=O)(=O)C)OC)NC=C2C#N 4-(ethylamino)-6-((2-methoxy-4-(methylsulfonyl)phenyl)amino)-1H-pyrrolo[2,3-b]pyridine-3-carbonitrile